[O-]C1C(C12C=NSC1=C(O2)N=C(C=C1)OCCN1CCCC1)[O-] dioxido-7'-(2-(pyrrolidin-1-yl)-ethoxy)spiro[cyclopropane-1,4'-pyrido[2,3-b][1,4,5]oxathiazepin]